methyl 4-(4-fluoro-3-(methoxy methoxy)-5-(trifluoromethyl)benzamido)-5-iodopicolinate FC1=C(C=C(C(=O)NC2=CC(=NC=C2I)C(=O)OC)C=C1C(F)(F)F)OCOC